4-((4-(1-methyl-4-(trifluoromethyl)-1H-imidazol-2-yl)benzyl)oxy)-2-(2-(trifluoromethyl)phenyl)-5H-pyrrolo[3,2-d]pyrimidine CN1C(=NC(=C1)C(F)(F)F)C1=CC=C(COC=2C3=C(N=C(N2)C2=C(C=CC=C2)C(F)(F)F)C=CN3)C=C1